BrC1=C(N)C(=CC(=C1)S(=O)(=O)N1CCN(CC1)CCC1=CC=C(C=C1)Cl)[N+](=O)[O-] 2-bromo-4-[4-[2-(4-chlorophenyl)ethyl]piperazin-1-yl]sulfonyl-6-nitro-aniline